FC1=CC(=C(C=C1)C12CC(C1)(C2)C2CN(C2)C(=O)N2C[C@H](CC2)C2=NC=NN2)S(=O)(=O)C [3-[3-(4-fluoro-2-methylsulfonyl-phenyl)-1-bicyclo[1.1.1]pentanyl]azetidin-1-yl]-[(3S)-3-(1H-1,2,4-triazol-5-yl)pyrrolidin-1-yl]methanone